BrC1=C2C=CNC2=C(C=C1)CO (4-bromo-1H-indol-7-yl)methanol